Myristoylsarcosin C(CCCCCCCCCCCCC)(=O)N(C)CC(=O)O